4-(4-((dimethylamino)methyl)-3-phenyl-1H-pyrazol-1-yl)azol CN(C)CC=1C(=NN(C1)C=1C=CNC1)C1=CC=CC=C1